CC1=NC(=NC(=C1)C(C)C)C1=NC2=CC=CC=C2C(N1)=O [4-methyl-6-(propan-2-yl)pyrimidin-2-yl]-4-oxo-3,4-dihydroquinazolin